1,3-dipropionyloxy-2-methylpropane C(CC)(=O)OCC(COC(CC)=O)C